C12COCC(CC1)N2C2=C(C(=NC(N2)=O)OCC(=O)NC21CC3CC(CC(C2)C3)C1)F 2-((6-(3-oxa-8-azabicyclo[3.2.1]oct-8-yl)-5-fluoro-2-oxo-1,2-dihydropyrimidin-4-yl)oxy)-N-(adamantan-1-yl)acetamide